C(#N)C1=CC=C(COC([O-])=S)C=C1 4-cyanobenzylthiocarbonate